FC1(C(=CC=CC1CC1N[C@@H](CC12NC(COC2)=O)C)C2=CC=CC=C2)OCCC(=O)O 3-[(2-fluoro-3-{[(3R)-3-methyl-7-oxo-9-oxa-2,6-diazaspiro[4.5]decan-1-yl]methyl}-[1,1'-biphenyl]-2-yl)oxy]propanoic acid